N1(CCCC1)C=1C=C2OC3=CCC=CC3=NC2=CC1 7-(pyrrolidin-1-yl)-3H-phenoxazine